C(C(=C)C)(=O)OCCC[Si](Cl)(C)C 3-Methacryloxypropyl-dimethylchlorosilane